3-[2-(1-cyclopropyl-4,6-difluoro-1,3-benzodiazol-5-yl)ethynyl]-1-[(3s,5r)-5-(hydroxymethyl)-1-(prop-2-enoyl)pyrrolidin-3-yl]-5-(methylamino)pyrazole-4-carboxamide C1(CC1)N1C=NC2=C1C=C(C(=C2F)C#CC2=NN(C(=C2C(=O)N)NC)[C@@H]2CN([C@H](C2)CO)C(C=C)=O)F